9,10-bis[N-(p-tolyl)anilino]anthracene CC1=CC=C(C=C1)N(C2=CC=CC=C2)C3=C4C=CC=CC4=C(C5=CC=CC=C53)N(C6=CC=CC=C6)C7=CC=C(C=C7)C